ethyl (R)-3',6'-dioxotetrahydrospiro[cyclopropane-1,1'-pyrrolizine]-7a'(5'H)-carboxylate O=C1CC2([C@]3(CC(CN13)=O)C(=O)OCC)CC2